CN1CC=2C(NC=3C=CC=CC3C2C1)=O 2-methyl-1,2,3,5-tetrahydro-4H-pyrrolo[3,4-c]quinolin-4-one